OC[C@@H]1[C@H]([C@@H]([C@@H](C(O1)O)S)O)O (3S,4S,5S,6R)-6-(hydroxymethyl)-3-mercaptotetrahydro-2H-pyran-2,4,5-triol